1-(4-tert-butylbenzyl)-5-nitro-1H-indole C(C)(C)(C)C1=CC=C(CN2C=CC3=CC(=CC=C23)[N+](=O)[O-])C=C1